NC1=NN=C(N1C(=O)OC(C)(C)C)C1=CC=NC=C1 tert-butyl 3-amino-5-(pyridin-4-yl)-4H-1,2,4-triazole-4-carboxylate